C(C)(C)(C)OC(=O)N1C[C@H](CCC1)C(NC1=CC=C(C=C1)Br)=O.N[C@H]1CN(CCC1)CC(=O)NC1CC(C1)(C)O 2-((R)-3-aminopiperidin-1-yl)-N-((1s,3S)-3-hydroxy-3-methylcyclobutyl)acetamide tert-butyl-(S)-3-((4-bromophenyl)carbamoyl)piperidine-1-carboxylate